2-[5-chloro-2-oxo-4-(trifluoromethyl)-1H-1,6-naphthyridin-3-yl]-N-[(1S)-1-(2,4-difluorophenyl)ethyl]acetamide ClC1=C2C(=C(C(NC2=CC=N1)=O)CC(=O)N[C@@H](C)C1=C(C=C(C=C1)F)F)C(F)(F)F